5-Fluoro-N-(6-(1-(1-methylpiperidin-4-yl)-1H-pyrazol-4-yl)isoquinolin-3-yl)Nicotinamide FC=1C=NC=C(C(=O)NC=2N=CC3=CC=C(C=C3C2)C=2C=NN(C2)C2CCN(CC2)C)C1